Ethyl 2-(5-(2-(3-fluoroazetidin-1-yl)ethyl)-2-oxopyridin-1(2H)-yl)-4-methylpentanoate FC1CN(C1)CCC=1C=CC(N(C1)C(C(=O)OCC)CC(C)C)=O